2-chloro-5-(2-fluoroethoxy)benzoic acid ClC1=C(C(=O)O)C=C(C=C1)OCCF